3-bis(2-methylpropyloxy)thiophosphonothio-2-methyl-propionic acid CC(COOP(=S)(OOCC(C)C)SCC(C(=O)O)C)C